5-chloropyridine-3-ol ClC=1C=C(C=NC1)O